OC/C=C/C1=CC(=C(C=C1)O)OC 4-((1E)-3-hydroxy-1-propenyl)-2-methoxyphenol